C1(CC1)COC1=NC(=NC=C1)C1=CC(=C(N(C)CCCC(=O)O)C(=C1)F)F 4-[4-[4-(cyclopropylmethoxy)pyrimidin-2-yl]-2,6-difluoro-N-methyl-anilino]butyric acid